N=1C2=C(OCC1)C=CC1=CC=CC=C12 [3H]-naphtho[2,1-b][1,4]oxazin